C(CCC)N(C(CCCC)=O)CCCC N,N-dibutyl-valeramide